methyl 2-(3-chloropropyl)-3-azabicyclo[3.1.0]hexane-2-carboxylate ClCCCC1(C2CC2CN1)C(=O)OC